7-chloro-1-methyl-5-(2-methylpyridin-3-yl)-1,5-dihydro-4H-imidazo[4,5-c]quinolin-4-one ClC=1C=CC=2C3=C(C(N(C2C1)C=1C(=NC=CC1)C)=O)N=CN3C